C1COCC(=O)N1 Morpholinone